C(C)(C)(C)OC(=O)N1[C@@H](C[C@@H](CC1)O)CO (2S,4R)-4-hydroxy-2-(hydroxymethyl)piperidine-1-carboxylic acid tert-butyl ester